IC1=NN(C2=C1C=NC(=C2)C=2CCN(CC2)C(=O)OC(C)(C)C)C tert-butyl 4-(3-iodo-1-methyl-1H-pyrazolo[4,3-c]pyridine-6-yl)-3,6-dihydropyridine-1(2H)-carboxylate